3-((5-(3-ethylimidazo[1,2-a]pyrimidin-6-yl)pyrrolo[2,1-f][1,2,4]triazin-2-yl)amino)-1-methylcyclobutane-1-ol C(C)C1=CN=C2N1C=C(C=N2)C=2C=CN1N=C(N=CC12)NC1CC(C1)(O)C